methyl 1-[2-[[3-(3-amino-2-chloro-phenyl)-2-chloro-phenyl]carbamoyl]-4,5,6,7-tetrahydropyrazolo[1,5-a]pyridin-4-yl]piperidine-4-carboxylate NC=1C(=C(C=CC1)C=1C(=C(C=CC1)NC(=O)C1=NN2C(C(CCC2)N2CCC(CC2)C(=O)OC)=C1)Cl)Cl